3,5-dichloro-2-methyl-pyrazine ClC=1C(=NC=C(N1)Cl)C